C(CCCCCCC)C(C(=O)OC[C@@H]1C[C@@H](CC(C1)N(CCCCO)CCCC)COC(C(CCCCCCCC)CCCCCCCC)=O)CCCCCCCC |o1:13,15| (rel-(1R,3S,5s)-5-(butyl(4-hydroxybutyl)amino)cyclohexane-1,3-diyl)bis(methylene) bis(2-octyldecanoate)